C(C)(C)(C)O[C@H](C(=O)OCC)C1=C(C2=C(N=C(S2)C=2C=C3C(=NN(C3=CC2)C)C2CCOCC2)C=C1C)C1=CC=C(C=C1)Cl ethyl (S)-2-(tert-butoxy)-2-(7-(4-chlorophenyl)-5-methyl-2-(1-methyl-3-(tetrahydro-2H-pyran-4-yl)-1H-indazol-5-yl)benzo[d]thiazol-6-yl)acetate